1-benzyl-4-(5-chloro-2-pyridinyl)piperidine-4-carboxamide C(C1=CC=CC=C1)N1CCC(CC1)(C(=O)N)C1=NC=C(C=C1)Cl